1-(3-bromopropynyl)4-tert-butylbenzene BrCC#CC1=CC=C(C=C1)C(C)(C)C